1-vinyl-4-(chloromethyl)benzene C(=C)C1=CC=C(C=C1)CCl